tri-phenylphosphonium C1(=CC=CC=C1)[PH+](C1=CC=CC=C1)C1=CC=CC=C1